sulfotriazinonyl-cyclopentene sodium [Na].S(=O)(=O)(O)C1=C(CCC1)C=1C(NN=NC1)=O